1-[[2-(difluoromethoxy)pyridin-4-yl]methyl]-3-[rac-(1R,5S)-3,3-difluoro-8-bicyclo[3.2.1]octanyl]urea FC(OC1=NC=CC(=C1)CNC(=O)NC1[C@H]2CC(C[C@@H]1CC2)(F)F)F |r|